C1(=CCCCC1)CCC1(C(N(C(=C(C1)C(=O)N(C)C)C)C1=CC(=CC=C1)C(F)(F)F)=O)C(=O)N 3-(2-cyclohex-1-en-1-ylethyl)-N5,N5,6-trimethyl-2-oxo-1-[3-(trifluoromethyl)-phenyl]-1,2-dihydropyridine-3,5-dicarboxamide